CN(CCC1=CC=C(C2=NC3=CC=CC=C3C=C12)C(=O)N)C [2-(dimethylamino)ethyl]Acridine-4-carboxamide